Tri(2,4,6-Trimethylphenyl)-Phosphat CC1=C(C(=CC(=C1)C)C)OP(=O)(OC1=C(C=C(C=C1C)C)C)OC1=C(C=C(C=C1C)C)C